4-(7-((S)-3-aminopiperidin-1-yl)-4-oxo-3-(p-tolyl)-1,2,3,4-tetrahydroquinazolin-2-yl)benzonitrile N[C@@H]1CN(CCC1)C1=CC=C2C(N(C(NC2=C1)C1=CC=C(C#N)C=C1)C1=CC=C(C=C1)C)=O